(p-isopropylbenzene) ruthenium(II) chloride [Ru](Cl)Cl.C(C)(C)C1=CC=CC=C1